3-[6-Chloro-3-methyl-2-oxo-4-(4-piperidyl)benzimidazol-1-yl]piperidine-2,6-dione ClC=1C=C(C2=C(N(C(N2C)=O)C2C(NC(CC2)=O)=O)C1)C1CCNCC1